COC=1C=C(CC=2N(C=3C(=C4CC[C@@H](N(C4=CC3)C(=O)OC)C)N2)C2CCCCC2)C=CC1OC (1R,3R)-3-((S)-2-(3,4-Dimethoxybenzyl)-6-(methoxycarbonyl)-7-methyl-6,7,8,9-tetrahydro-3H-imidazo[4,5-f]chinolin-3-yl)cyclohexan